3-fluoro-5-((((3S,11aR)-9-oxo-3,4-dihydro-1H,9H,11H-3,11a-methanopyrimido[6',1':2,3]imidazo[5,1-c][1,4]oxazin-7-yl)oxy)methyl)benzonitrile FC=1C=C(C#N)C=C(C1)COC1=NC(N2C(N3[C@@]4(CO[C@H](C3)C4)C2)=C1)=O